(R)-1-(trityloxy)eicosan-2-ol C(C1=CC=CC=C1)(C1=CC=CC=C1)(C1=CC=CC=C1)OC[C@@H](CCCCCCCCCCCCCCCCCC)O